1-[(3S,4R)-1-[1-(azetidin-3-yl)azetidin-3-yl]-3-fluoro-4-piperidinyl]-3-(4-phenoxyphenyl)pyrazolo[3,4-d]pyrimidin-4-amine N1CC(C1)N1CC(C1)N1C[C@@H]([C@@H](CC1)N1N=C(C=2C1=NC=NC2N)C2=CC=C(C=C2)OC2=CC=CC=C2)F